(1-(Pyrrolidin-1-ylmethyl)cyclopropyl)methylamine N1(CCCC1)CC1(CC1)CN